ammonium zinc oxide [O-2].[Zn+].[NH4+]